4-((2,4-dioxo-3-phenethyl-3,4-dihydrothieno[2,3-d]pyrimidin-1(2H)-yl)methyl)-N-hydroxybenzoamide O=C1N(C(C2=C(N1CC1=CC=C(C(=O)NO)C=C1)SC=C2)=O)CCC2=CC=CC=C2